C(#N)C=1C=C2C(=NC=NC2=CC1)N1CC(CCC1)CNS(=O)(=O)C N-((1-(6-CYANOQUINAZOLIN-4-YL)PIPERIDIN-3-YL)METHYL)METHANESULFONAMIDE